N2-(3-amino-4-chloro-phenyl)-N4-[2-(6-methyl-2-pyridyl)pyrimidin-4-yl]pyrimidine-2,4-diamine NC=1C=C(C=CC1Cl)NC1=NC=CC(=N1)NC1=NC(=NC=C1)C1=NC(=CC=C1)C